(4-(difluoromethyl)-2-(2-methoxy-7-methylquinoxalin-5-yl)-7,8-dihydro-[1,4]dioxino[2',3':3,4]benzo[1,2-d]thiazol-7-yl)methyl (2-methylpyridin-4-yl)carbamate CC1=NC=CC(=C1)NC(OCC1OC2=C(C3=C(N=C(S3)C3=C4N=CC(=NC4=CC(=C3)C)OC)C(=C2)C(F)F)OC1)=O